silicon titanium-molybdenum [Mo].[Ti].[Si]